3-[4-(6-oxa-3-azabicyclo[3.1.1]heptan-3-yl)anilino]pyrazine-2-carboxamide C12CN(CC(O1)C2)C2=CC=C(NC=1C(=NC=CN1)C(=O)N)C=C2